N-(3-carbamoyloxolan-3-yl)-2-methyl-5-[(4-methyl-1,3-thiazol-5-yl)methoxy]-2H-indazole-3-carboxamide C(N)(=O)C1(COCC1)NC(=O)C=1N(N=C2C=CC(=CC12)OCC1=C(N=CS1)C)C